(3-chloro-5,6-dimethyl-pyrazin-2-yl)hydrazine ClC=1C(=NC(=C(N1)C)C)NN